C(N)(=O)C1=CC=C(C(=C1C1=C(C=CC2=C1C[C@](O2)(C2=CC=CC=C2)CN(C(OC(C)(C)C)=O)C)Cl)F)OC Tert-butyl (((2S,4S)-4-(6-carbamoyl-2-fluoro-3-methoxyphenyl)-5-chloro-2-phenyl-2,3-dihydrobenzofuran-2-yl)methyl)(methyl)carbamate